1-(1-acryloylpyrrolidin-3-yl)-3-(3-chloro-4-(3-(trifluoromethyl)phenoxy)-phenyl)-1H-imidazo[4,5-c]pyridin-2(3H)-one C(C=C)(=O)N1CC(CC1)N1C(N(C=2C=NC=CC21)C2=CC(=C(C=C2)OC2=CC(=CC=C2)C(F)(F)F)Cl)=O